1-(4-((3-(dimethylamino)propyl)amino)-6-methylpyrimidin-2-yl)-3-(isoquinolin-7-yl)urea CN(CCCNC1=NC(=NC(=C1)C)NC(=O)NC1=CC=C2C=CN=CC2=C1)C